CC1(CCC1)NCC1=C2C(=NC(=C1)C(=O)O)C1(CN2)CC1 7'-(((1-methylcyclobutyl)amino)methyl)-1',2'-dihydrospiro[cyclopropane-1,3'-pyrrolo[3,2-b]pyridine]-5'-carboxylic acid